C(C)N1C2=C([C@H]([C@@H](C1=O)NC(=O)C1=NN(C=C1)C(F)(F)F)C1=CC(=CC=C1)CNC)C=NN2C2=CC=CC=C2 N-((4R,5S)-7-ethyl-4-(3-((methylamino)methyl)phenyl)-6-oxo-1-phenyl-4,5,6,7-tetrahydro-1H-pyrazolo[3,4-b]pyridin-5-yl)-1-(trifluoromethyl)-1H-pyrazole-3-carboxamide